(R)-2-Amino-4-(5-chloro-3-((1-((4-(fluoromethylidene)piperidin-1-yl)methyl)cyclopropyl)methoxy)-7,9-dihydrofuro[3,4-f]quinazolin-6-yl)benzo[b]selenophene-3-carbonitrile NC1=C(C2=C([Se]1)C=CC=C2C=2C1=C(C=3C=NC(=NC3C2Cl)OCC2(CC2)CN2CCC(CC2)=CF)COC1)C#N